C1(CC1)NC(C1=C(C=C(C=C1OC)C1=CN=C2N1C=CC(=C2)C=2C=NN(C2)C)F)=O N-cyclopropyl-2-fluoro-6-methoxy-4-[7-(1-methylpyrazol-4-yl)imidazo[1,2-a]pyridin-3-yl]benzamide